CN(N=CC(=O)O)C 2-(dimethylhydrazono)acetic acid